4-fluoro-N-(6-methyl-3-oxo-2,3-dihydro-1,2,4-triazin-4(5H)-yl)benzenesulfonamide FC1=CC=C(C=C1)S(=O)(=O)NN1C(NN=C(C1)C)=O